[F-].C(C)[N+]1=CC(=CC=C1)CCC 1-Ethyl-3-propylpyridinium fluorid